NC=1C2=C(N=CN1)N(C=C2C=2SC=C(N2)OC2=CC=CC=C2)[C@H]2[C@@H]([C@@H]([C@H](C2)CNCCCNCCC2=CC=CC=C2)O)O (1R,2S,3R,5R)-3-[4-amino-5-(4-phenoxy-1,3-thiazol-2-yl)pyrrolo[2,3-d]pyrimidin-7-yl]-5-[({3-[(2-phenylethyl)amino]propyl}amino)methyl]cyclopentane-1,2-diol